2,4-dihydroxyhept-2-ene-1,7-dioate OC(C(=O)[O-])=CC(CCC(=O)[O-])O